1-(5-(4,4-dimethylcyclohexyl)-1,2,4-oxadiazol-3-yl)2,3-dihydroindole-5-carbaldehyde CC1(CCC(CC1)C1=NC(=NO1)N1CCC2=CC(=CC=C12)C=O)C